6-Bromo-N-(1-methylpiperidin-4-yl)-2-{4-[4-(pyridin-3-ylmethyl)piperazin-1-yl]phenyl}-3H-imidazo[4,5-b]pyridin-7-amine BrC=1C(=C2C(=NC1)NC(=N2)C2=CC=C(C=C2)N2CCN(CC2)CC=2C=NC=CC2)NC2CCN(CC2)C